4-(4-((2-(azetidin-3-yl)propan-2-yl)oxy)-1H-pyrazolo[3,4-b]pyridin-6-yl)phenol N1CC(C1)C(C)(C)OC1=C2C(=NC(=C1)C1=CC=C(C=C1)O)NN=C2